α,β-difluoroacrylic acid FC(C(=O)O)=CF